C(C1=CC=CC=C1)C1CC(OC(C(COC1=O)NC(=O)C1=NC=CC(=C1OCOC(C(C)C)=O)OC)=O)C 8-benzyl-3-[({3-[(isobutyroyloxy)methoxy]-4-methoxypyridin-2-yl}carbonyl)amino]-6-methyl-4,9-dioxo-1,5-dioxonane